(4-{[2-(4-chlorophenyl)imidazo[1,2-a]pyridin-3-yl]methyl}piperazin-1-yl)(5-fluoro-2-methylphenyl)methanone ClC1=CC=C(C=C1)C=1N=C2N(C=CC=C2)C1CN1CCN(CC1)C(=O)C1=C(C=CC(=C1)F)C